N-(5-Cyano-6-(2H-1,2,3-triazol-2-yl)pyridin-3-yl)-1-(furo[3,2-c]pyridin-4-yl)-5-(trifluoromethyl)-1H-pyrazol-4-carboxamid C(#N)C=1C=C(C=NC1N1N=CC=N1)NC(=O)C=1C=NN(C1C(F)(F)F)C1=NC=CC2=C1C=CO2